NCCOCCOCCOCCOCCN1C[C@@H](CC1)NC(C1=NC(=CC=C1N1[C@@H](CN(CC1)C(C1=C(C=C(C=C1)Cl)C(F)F)=O)CC)C1=C(C=CC=C1)OCC)=O N-((R)-1-(14-amino-3,6,9,12-tetraoxatetradecyl)pyrrolidin-3-yl)-3-((R)-4-(4-chloro-2-(difluoromethyl)benzoyl)-2-ethylpiperazin-1-yl)-6-(2-ethoxyphenyl)picolinamide